C1(NCC2=CC=CC=C12)=O Azaindanone